C(C)(C)(C)OC(=O)N(C(OC(C)(C)C)=O)C1=C2N=CN(C2=NC=N1)CC1=CC(=NC=C1N1CC(CCC1)(NC(=O)OC)C(C(C(C)C)C)=O)C1=CC(=C(C=C1)F)F tert-butyl (tert-butoxycarbonyl)(9-((2-(3,4-difluorophenyl)-5-(3-(2,3-dimethylbutanoyl)-3-((methoxycarbonyl)amino)piperidin-1-yl)pyridin-4-yl)methyl)-9H-purin-6-yl)carbamate